ClC1=CC(=C2C(=N1)N(C=N2)[C@H]2[C@@H]([C@@H]([C@@H]1C[C@H]21)O)O)NCC(F)F (1R,2R,3S,4R,5S)-4-(5-chloro-7-((2,2-difluoroethyl)amino)-3H-imidazo[4,5-b]Pyridin-3-yl)bicyclo[3.1.0]Hexane-2,3-diol